2-((7-bromo-2-chloroquinazolin-4-yl)amino)ethanol BrC1=CC=C2C(=NC(=NC2=C1)Cl)NCCO